NC(C(=O)OCCCCCCCCCCCCCC)C myristyl aminopropionate